tri-ammonium citrate ammonium bicarbonate C([O-])(O)=O.[NH4+].C(CC(O)(C(=O)[O-])CC(=O)[O-])(=O)[O-].[NH4+].[NH4+].[NH4+]